lithium bis(trimethylsilyl) borate B(O[Si](C)(C)C)(O[Si](C)(C)C)[O-].[Li+]